C[C@H]1C(N(CCN1)[C@H](C(=O)N1CCC(CC1)CC(=O)N)CC(C)C)=O (1-{(S)-2-[(S)-3-Methyl-2-oxo-1-piperazinyl]-4-methylvaleryl}-4-piperidyl)acetamide